(R)-benzo[d]oxazol-2-yl(4-(4-methylpyrazolo[1,5-a]pyridin-2-yl)-1,4,6,7-tetrahydro-5H-imidazo[4,5-c]pyridin-5-yl)methanone O1C(=NC2=C1C=CC=C2)C(=O)N2[C@H](C1=C(CC2)NC=N1)C1=NN2C(C(=CC=C2)C)=C1